BrC=1C=C(C=CC1)C1(CC1)C(C(=O)NN)O 2-[1-(3-bromophenyl)cyclopropyl]-2-hydroxyacetylhydrazine